(S)-1-amino-2-(1-(but-2-ynoyl)piperidin-2-yl)-4-(4-((4-methoxy-pyridin-2-yl)carbamoyl)phenyl)-1H-imidazole-5-carboxamide NN1C(=NC(=C1C(=O)N)C1=CC=C(C=C1)C(NC1=NC=CC(=C1)OC)=O)[C@H]1N(CCCC1)C(C#CC)=O